O1N=CC=2C=NCCC21 6,7-dihydroisoxazolo[4,5-c]pyridin